FC=1C(=NC=CC1)CNC(=O)C=1C=NN(C1)CC1CNCCC1 N-[(3-fluoropyridin-2-yl)methyl]-1-(piperidin-3-ylmethyl)-1H-pyrazole-4-carboxamide